[Cu+].C1(=CC=CC=C1)P(C1=CC=CC=C1)C1=CC=CC=C1 triphenylphosphine copper (I)